[Ti].[Ti].[Mo] molybdenum dititanium